{4-[(1R)-1-amino-2,2,2-trifluoroethyl]phenyl}methanone N[C@@H](C(F)(F)F)C1=CC=C(C=C1)C=O